COC(CNCC1=CC(=C(C=C1)Cl)C=1OC(=NN1)C=1C(=C(C=CC1)C1=CC=CC=C1)C)=O (4-chloro-3-(5-(2-methyl-[1,1'-biphenyl]-3-yl)-1,3,4-oxadiazol-2-yl)benzyl)glycine methyl ester